5-((4-(difluoromethoxy)phenyl)sulfonyl)-3,4,5,6-tetrahydropyrrolo[3,4-c]pyrrole-2(1H)-carboxylic acid pyridin-3-ylmethyl ester N1=CC(=CC=C1)COC(=O)N1CC=2CN(CC2C1)S(=O)(=O)C1=CC=C(C=C1)OC(F)F